C1(CCCC1)NC=1C=C(C=C2C=C(NC12)C1=CC=CC=C1)CC(=O)N(CC)CC 2-(7-(cyclopentylamino)-2-phenyl-1H-indol-5-yl)-N,N-diethylacetamide